C(C)(C)(C)OC(=O)N1CC(C1)C1=CC=C(C=C1)OC(C)(C)C 3-(4-(tert-Butoxy)phenyl)azetidine-1-carboxylic acid tert-butyl ester